5-{6-[2-(6-Chloro-7-fluoro-4-methoxy-2-methyl-indol-1-yl)-ethylamino]-pyrimidin-4-yl}3-ethoxy-thiophen ClC1=CC(=C2C=C(N(C2=C1F)CCNC1=CC(=NC=N1)C1=CC(=CS1)OCC)C)OC